C(C)(=O)COC(=O)C1=CC=C(C=C1)C1=NC=CC=C1 2-(4-acetylcarbomethoxyphenyl)pyridine